CC(CC1=NN=C(O1)C1=C(NC2=CC=C(C=C2)C(F)(F)F)C=CC=C1)(C)NC 2-(5-(2-methyl-2-(methylamino)propyl)-1,3,4-oxadiazol-2-yl)-N-(4-(trifluoromethyl)phenyl)aniline